di(triethylphenyl) carbonate C(OC1=C(C(=C(C=C1)CC)CC)CC)(OC1=C(C(=C(C=C1)CC)CC)CC)=O